6-fluoro-2-methoxy-5-(4-(1-methylazetidin-3-yl)piperazin-1-yl)-N-(3-phenylpropyl)-1H-benzo[d]imidazole-1-carboxamide FC=1C(=CC2=C(N(C(=N2)OC)C(=O)NCCCC2=CC=CC=C2)C1)N1CCN(CC1)C1CN(C1)C